CC=1C=C(C=CC1C)C(CN1C(N(C(C1=O)=O)CCC=1SC=CC1)=O)=O 1-(2-(3,4-dimethylphenyl)-2-oxoethyl)-3-(2-(thiophen-2-yl)ethyl)imidazolidine-2,4,5-trione